bis(γ-glycidoxypropyl)dimethoxysilane C(C1CO1)OCCC[Si](OC)(OC)CCCOCC1CO1